[(2S,3S,4R,5R,6R)-5-Acetamido-3,4-diacetyloxy-6-[4-[(E)-3-phenylprop-2-enoyl]phenoxy]oxan-2-yl]methyl acetate C(C)(=O)OC[C@@H]1O[C@@H]([C@@H]([C@H]([C@@H]1OC(C)=O)OC(C)=O)NC(C)=O)OC1=CC=C(C=C1)C(\C=C\C1=CC=CC=C1)=O